[(2-fluorophenyl)methyl]-3-methylthieno[3,2-b]pyridin-7-amine FC1=C(C=CC=C1)CC1=C(C2=NC=CC(=C2S1)N)C